tert-butyl (Z)-3-amino-3-(hydroxyimino)propanoate N\C(\CC(=O)OC(C)(C)C)=N/O